4,5-dihydro-3H-spiro[benzo[f][1,4]thiazepine-2,1'-Cyclopropane]-1,1-dioxide C12(CC1)S(C1=C(CNC2)C=CC=C1)(=O)=O